2-(p-tolyl)malonic acid calcium salt [Ca+2].C1(=CC=C(C=C1)C(C(=O)[O-])C(=O)[O-])C